3-p-methoxyphenyl-4-amino-5-mercapto-1,2,4-triazole COC1=CC=C(C=C1)C1=NN=C(N1N)S